ClC1=C2CCN([C@@H](C2=C(C=C1)OCC=1C=C2C(=NC1)N(C=N2)C)CN2C(CCC2)=O)C(=O)[C@H]2[C@H](CCCC2)C(=O)O (1S,2R)-2-((S)-5-Chloro-8-((3-methyl-3H-imidazo[4,5-b]pyridin-6-yl)methoxy)-1-((2-oxopyrrolidin-1-yl)methyl)-1,2,3,4-tetrahydro-isoquinoline-2-carbonyl)cyclohexane-1-carboxylic acid